N-cyclopentyl-2-(4,7-diazaspiro[2.5]-octan-7-yl)benzo-[d]thiazole-6-carboxamide C1(CCCC1)NC(=O)C1=CC2=C(N=C(S2)N2CCNC3(CC3)C2)C=C1